C(=O)(O)CC1=C(C=CC=C1)NC(=O)C1=CC(=C(C(=O)O)C=C1O)O 4-(2-(carboxymethyl)phenylaminocarbonyl)-2,5-dihydroxybenzoic acid